COC(=O)C=1C(N(C2=CC(=CC=C2C1N)Br)C1=CC=C(C=C1)[N+](=O)[O-])=O 4-amino-2-oxo-7-bromo-1-(4-nitrophenyl)-1,2-dihydroquinoline-3-carboxylic acid methyl ester